2-{[(3S)-3-fluoropyrrolidin-1-yl]methyl}-1,6-dihydro-7H-pyrrolo[2,3-c]pyridin-7-one F[C@@H]1CN(CC1)CC1=CC2=C(C(NC=C2)=O)N1